benzo-thiazolylethyl iodide S1C(=NC2=C1C=CC=C2)CCI